oxazol-5-ylmethyl (4-((4-(oxetan-3-yl)-4-azaspiro[2.5]octan-7-yl)methyl)phenyl)carbamate O1CC(C1)N1C2(CC2)CC(CC1)CC1=CC=C(C=C1)NC(OCC1=CN=CO1)=O